COCC(CCOC)N1N=CC=C1 1-(1,4-dimethoxybutan-2-yl)-1H-pyrazol